C(C)(C)(C)C1=CC=C(C=C1)N1C(=C(C2=C(C(=CC=C12)O)CN1CCCC1)C(C)=O)C 1-(1-(4-(tert-butyl)phenyl)-5-hydroxy-2-methyl-4-(pyrrolidin-1-ylmethyl)-1H-indol-3-yl)ethan-1-one